4-(2-(6-((7R)-7-amino-2-azabicyclo[2.2.1]heptane-2-carbonyl)-4-methoxy-3-methylbenzo[b]thiophen-2-yl)-1-(cyclopropylmethyl)-1H-indol-6-yl)-2-chlorobenzamide N[C@H]1C2N(CC1CC2)C(=O)C=2C=C(C1=C(SC(=C1C)C=1N(C3=CC(=CC=C3C1)C1=CC(=C(C(=O)N)C=C1)Cl)CC1CC1)C2)OC